C=1(C(CC(CC1)C(=C)C)=O)C mentha-1(6),8-dien-2-one